ClC1=CC=C(C=C1)C(C(N1CC2(C3=CC=C(C=C13)OC(F)(F)F)CC2)=O)NC=2C=C(C=NOC(C(=O)NS(=O)(=O)C)(C)C)C=C(C2)OC 2-(((3-((1-(4-chlorophenyl)-2-oxo-2-(6'-(trifluoromethoxy)spiro[cyclopropane-1,3'-indolin]-1'-yl)ethyl)amino)-5-methoxybenzylidene)amino)oxy)-2-methyl-N-(methylsulfonyl)propanamide